C1CCC2=C(C=3CCCC3C=C12)NC(=O)NS(=O)(=O)C=1C=C(C=CC1)B(O)O (3-(N-((1,2,3,5,6,7-hexahydro-s-indacen-4-yl)carbamoyl)sulfamoyl)phenyl)boronic acid